OC1=C2CC(NC2=CC=C1)=O 4-hydroxy-2,3-dihydro-2-indolone